2-(3,3-Dimethylbutyl)-2,9-diazaspiro[5.5]undecane CC(CCN1CC2(CCC1)CCNCC2)(C)C